4-[[2-(4-tert-butyl-2-fluoro-5-hydroxy-phenyl)acetyl]amino]-N-(1,1-dimethylprop-2-ynyl)pyridine-2-carboxamide C(C)(C)(C)C1=CC(=C(C=C1O)CC(=O)NC1=CC(=NC=C1)C(=O)NC(C#C)(C)C)F